1-(4-(4-morpholinyl-6-(5-(morpholinomethyl)thiophen-2-yl)-1,3,5-triazin-2-yl)phenyl)-3-(pyrimidin-2-ylmethyl)urea N1(CCOCC1)C1=NC(=NC(=N1)C=1SC(=CC1)CN1CCOCC1)C1=CC=C(C=C1)NC(=O)NCC1=NC=CC=N1